O.C(C)C=1C(NC=2C=C(C=NC2C1)CN1CCN([C@H]2CC[C@@H]12)C=1C=CC(=NC1)C(=O)NC)=C=O 5-((1S,6R)-5-((7-ethyl-6-carbonyl-5,6-dihydro-1,5-naphthyridin-3-yl)methyl)-2,5-diazabicyclo[4.2.0]octan-2-yl)-N-methylpyridine-2-carboxamide hydrate